CC1=NC(=NC=C1)[C@@H]1[C@H](C1)C(=O)O (1S,2S)-2-(4-methyl-pyrimidin-2-yl)cyclopropane-1-carboxylic acid